1-((1-(tert-butoxycarbonyl)azetidin-3-yl)methyl)-7-chloro-2-(1-(cyclopropylmethyl)-1H-indol-2-yl)-1H-benzo[d]imidazole-5-carboxylic acid C(C)(C)(C)OC(=O)N1CC(C1)CN1C(=NC2=C1C(=CC(=C2)C(=O)O)Cl)C=2N(C1=CC=CC=C1C2)CC2CC2